rac-ethyl (1R,2R)-2-(difluoromethyl)-1-methylcyclopropane-1-carboxylate FC([C@H]1[C@@](C1)(C(=O)OCC)C)F |r|